ClC1=NC=C(C(=N1)NC1=CC=C(C=C1)CC)Cl 2,5-dichloro-N-(4-ethylphenyl)pyrimidin-4-amine